ethyl α-fluoro(4-methoxyphenyl)acetate FC(C(=O)OCC)C1=CC=C(C=C1)OC